(2,6-Dichloropyridin-4-yl)methane-d2-ol ClC1=NC(=CC(=C1)C(O)([2H])[2H])Cl